2'-chloro-4,5,7',8'-tetrahydro-2H,6'H-spiro[benzo[b][1,4]oxazepine-3,5'-quinoline]-7-carboxylic acid ClC1=NC=2CCCC3(C2C=C1)CNC1=C(OC3)C=CC(=C1)C(=O)O